2,4-dinitrodiphenylamine C1=CC=C(C=C1)NC2=C(C=C(C=C2)[N+](=O)[O-])[N+](=O)[O-]